4-({[2-fluoro-5-(indole-1-sulfonyl)-4-methoxyphenyl]carbamoyl}amino)thiophene-2,3-dicarboxylic acid dimethyl ester COC(=O)C=1SC=C(C1C(=O)OC)NC(NC1=C(C=C(C(=C1)S(=O)(=O)N1C=CC2=CC=CC=C12)OC)F)=O